methyl (2R,3S)-3-(4-cyano-1H-pyrazol-3-yl)-2-((((CIS)-4-phenylcyclohexyl)-oxy)methyl)-piperidine-1-carboxylate C(#N)C=1C(=NNC1)[C@@H]1[C@@H](N(CCC1)C(=O)OC)CO[C@@H]1CC[C@@H](CC1)C1=CC=CC=C1